2-((4-((3-(1-Cyclopropyl-1H-pyrazol-4-yl)phenyl)((4-(4-methoxy-3-methylphenyl)bicyclo[2.2.2]octan-1-yl)methyl)carbamoyl) cyclohexyl)amino)-2-oxoethyl trans-acetate C(C)(=O)OCC(=O)NC1CCC(CC1)C(N(CC12CCC(CC1)(CC2)C2=CC(=C(C=C2)OC)C)C2=CC(=CC=C2)C=2C=NN(C2)C2CC2)=O